sodium 2-ethylhexyl sulfate, sodium salt [Na+].S(=O)(=O)(OCC(CCCC)CC)[O-].[Na+].C(C)C(COS(=O)(=O)[O-])CCCC